(3aS,6aR)-1,3-dibenzyl-2-oxohexahydro-4H-thieno[3,4-d]imidazol C(C1=CC=CC=C1)N1C(N([C@H]2[C@@H]1CSC2)CC2=CC=CC=C2)=O